C1(CC1)N1C=C(C2=CC=CC=C12)C1=NC(=NC=C1C=1OC=CN1)NC1=C(C=C(C(=C1)[N+](=O)[O-])N1C[C@@H]2CN(C[C@@H]2C1)C)OC 4-(1-cyclopropyl-1H-indol-3-yl)-N-(2-methoxy-4-((3aR,6aS)-5-methyl-hexahydropyrrolo[3,4-c]pyrrol-2(1H)-yl)-5-nitrophenyl)-5-(oxazol-2-yl)pyrimidin-2-amine